FC1=C(C=CC=C1)NC1=CC=C2C(=NNC2=C1)NC(C1=CC=C(C=C1)N1CCOCC1)=O N-(6-((2-Fluorophenyl)amino)-1H-indazol-3-yl)-4-morpholinobenzamid